COC1=C(C(=CC=C1)OC)C(=C)C 1,3-dimethoxy-2-(prop-1-en-2-yl)benzene